dinitromethyl-3-nitro-1,2,4-triazole potassium salt [K].[N+](=O)([O-])C([N+](=O)[O-])C1=NC(=NN1)[N+](=O)[O-]